C(CC)(=O)OCC=CCOC(CC)=O but-2-ene-1,4-diyl bis(propanoate)